BrC1=CC=2C3C(NC(C2C=C1)=O)C3 6-bromo-1,1a,2,7b-tetrahydro-3H-cyclopropa[c]isoquinolin-3-one